(6-(4-cyclopropyl-4H-1,2,4-triazol-3-yl)pyridin-2-yl)-6-fluoro-1,4,4-trimethyl-2-oxo-1,2,3,4-tetrahydroquinoline-7-carboxamide C1(CC1)N1C(=NN=C1)C1=CC=CC(=N1)C1C(N(C2=CC(=C(C=C2C1(C)C)F)C(=O)N)C)=O